NC1=C2C(=C(C(OC2=CC=C1)=O)CC(=O)O)C amino-4-methylcoumarin-3-acetic acid